N1=C(C=CC=C1)[C@@H](C)NC(=O)[C@@]1(CN(CC[C@H]1NC(=O)C1=NOC(=C1)C1=C(C=C(C=C1)F)F)C1CCCCC1)C |o1:11,16| (3R*,4R*)-1-Cyclohexyl-4-{[5-(2,4-difluoro-phenyl)-isoxazole-3-carbonyl]-amino}-3-methyl-piperidine-3-carboxylic Acid ((R)-1-pyridin-2-yl-ethyl)-amide